N-(4-methyl-3-(7-methyl-2-((6-methylpyridin-3-yl)amino)-8-oxo-7,8-dihydropyrido[3,4-d]pyrimidin-6-yl)phenyl)-2-naphthamide CC1=C(C=C(C=C1)NC(=O)C1=CC2=CC=CC=C2C=C1)C1=CC2=C(N=C(N=C2)NC=2C=NC(=CC2)C)C(N1C)=O